ethyl 2-phenyl-1,2,3-triazole-4,5-dicarboxylate C1(=CC=CC=C1)N1N=C(C(=N1)C(=O)OCC)C(=O)[O-]